O(CS(=O)(=O)C=C)CS(=O)(=O)C=C 1,1'-[oxybis(methylenesulfonyl)]Bis-ethylene